4-((2-benzyl-3-oxo-3,4-dihydrobenzo[f]quinoxalin-6-yl)oxy)-N-hydroxybutyramide C(C1=CC=CC=C1)C=1C(NC=2C=C(C3=C(C2N1)C=CC=C3)OCCCC(=O)NO)=O